Cl.N[C@H](C(=O)NC1=CC(=C(C=C1)C=1C=NN(C1)CC1=CC=CC=C1)F)C(C1=CC=CC=C1)C1=CC=CC=C1 (S)-2-amino-N-(4-(1-benzyl-1H-pyrazol-4-yl)-3-fluorophenyl)-3,3-diphenylPropionamide hydrochloride